NCCC=1C=NC(=NC1)C1=C(C=C(C#N)C=C1)OC=1C=NN(C1CC)CC(C)C 4-[5-(2-aminoethyl)pyrimidin-2-yl]-3-[5-ethyl-1-(2-methylpropyl)pyrazol-4-yl]oxybenzonitrile